4-(5-(((1s,4s)-4-(5-(trifluoromethyl)-1H-imidazol-1-yl)cyclohexyl)oxy)-1,6-naphthyridin-7-yl)morpholine FC(C1=CN=CN1C1CCC(CC1)OC1=C2C=CC=NC2=CC(=N1)N1CCOCC1)(F)F